(R)-N-((S)-chroman-4-yl)-4-(4,4-diethyl-2-imino-6-oxotetrahydropyrimidin-1(2H)-yl)chromane-6-carboxamide O1CC[C@@H](C2=CC=CC=C12)NC(=O)C=1C=C2[C@@H](CCOC2=CC1)N1C(NC(CC1=O)(CC)CC)=N